benzo[g]pteridine N1=CN=CC2=NC3=C(N=C12)C=CC=C3